FC(CN1N=NC2=C1C=C(C=C2)C=2C=CN1N=C(N=C(C12)OC)N[C@H]1[C@H](CN(CC1)C(C([2H])([2H])[2H])=O)F)F 1-((3S,4R)-4-((5-(1-(2,2-difluoroethyl)-1H-benzo[d][1,2,3]triazol-6-yl)-4-methoxypyrrolo[2,1-f][1,2,4]triazin-2-yl)amino)-3-fluoropiperidin-1-yl)ethan-1-one-2,2,2-d3